6-bromo-2-(2,4-dimethoxybenzyl)-4-nitroisoindoline BrC1=CC(=C2CN(CC2=C1)CC1=C(C=C(C=C1)OC)OC)[N+](=O)[O-]